BrC1=CC=C(C=C1)C1=NN=C(S1)N 5-(4-bromophenyl)-1,3,4-thiadiazol-2-amine